C(C=C)(=O)OC(O)C(C)(CO)C acryloxyneopentyl glycol